(Z)-5-((3-(3,5-bis(trifluoromethyl)phenyl)-1H-1,2,4-triazol-1-yl)methylene)-1-(2-Hydroxyethyl)-3-methylimidazoline-2,4-dione FC(C=1C=C(C=C(C1)C(F)(F)F)C1=NN(C=N1)\C=C/1\C(N(C(N1CCO)=O)C)=O)(F)F